[3-[2-(dimethylamino)ethyl]-indol-1-yl]-phenyl-methanone CN(CCC1=CN(C2=CC=CC=C12)C(=O)C1=CC=CC=C1)C